C(C1=CC=C(C=C1)OC)OOCC1=CC=C(C=C1)OC di-anisyl peroxide